CC1=C(C(=CC=C1)C)C1=NC=2NS(C=3C=CC=C(C(N(CCC(C(=C1)N2)C)C2CC1(CC1)C2)=O)C3)(=O)=O 6-(2,6-Dimethylphenyl)-9-methyl-2,2-dioxo-12-spiro[2.3]hexan-5-yl-2λ6-thia-3,5,12,19-tetrazatricyclo[12.3.1.14,8]nonadeca-1(18),4(19),5,7,14,16-hexaen-13-one